C(=O)OC1=CC2=CC=C(C(=C2C=C1)C#C)F 5-ethynyl-6-fluoronaphthalen-2-ol mono-formate